O=C1NC(CCC1N1C(C2=CC(=C(C=C2C1=O)N1CCC(CC1)N(CC(=O)OCC1=CC=CC=C1)C)F)=O)=O benzyl 2-({1-[2-(2,6-dioxopiperidin-3-yl)-6-fluoro-1,3-dioxoisoindol-5-yl]piperidin-4-yl}(methyl)amino)acetate